6-Bromo-5-methyl-1,2,3,4-tetrahydro-isoquinoline hydrochloride Cl.BrC=1C(=C2CCNCC2=CC1)C